BrC1=C(C(=O)NC2=CC(=NN2)C)C(=CN=C1Cl)F 3-bromo-2-chloro-5-fluoro-N-(3-methyl-1H-pyrazol-5-yl)isonicotinamide